1,3,3,5-tetramethyl-8-[[(1R)-1-[3-(difluoromethyl)-2-fluoro-phenyl]ethyl]amino]pyrrolo[2,3-g]phthalazin-2-one CN1C(C(C=2C1=CC=1C(=NN=C(C1C2)C)N[C@H](C)C2=C(C(=CC=C2)C(F)F)F)(C)C)=O